(1S,2S)-N-(5-(7-ethoxy-6-fluoro-5-methyl-1H-indazol-4-yl)thiazolo[5,4-b]pyridin-2-yl)-2-fluorocyclopropane-1-carboxamide C(C)OC=1C(=C(C(=C2C=NNC12)C1=CC=C2C(=N1)SC(=N2)NC(=O)[C@H]2[C@H](C2)F)C)F